4-[3-(4-azaspiro[2.4]heptan-4-yl)-6-azaspiro[3.4]octan-6-yl]-3-chloro-2,6-difluoro-N-(6-fluoro-2-pyridyl)benzenesulfonamide C1CC12N(CCC2)C2CCC21CN(CC1)C1=C(C(=C(C(=C1)F)S(=O)(=O)NC1=NC(=CC=C1)F)F)Cl